NC1=NC=CC(=N1)C1=C(N=C(S1)C1=CC=C(C=C1)N1CCN(CC1)C(=O)C1CCN(CC1)C1=NC=C(C=C1)[C@@H]1C(NC(CC1)=O)=O)C=1C(=C(C=CC1)NS(=O)(=O)CCC)F (R)-N-(3-(5-(2-aminopyrimidin-4-yl)-2-(4-(4-(1-(5-(2,6-dioxopiperidin-3-yl)pyridin-2-yl)piperidine-4-carbonyl)piperazin-1-yl)phenyl)thiazol-4-yl)-2-fluorophenyl)propane-1-sulfonamide